tert-butyl (2S)-2-(2-(4,4,5,5-tetramethyl-1,3,2-dioxaborolan-2-yl)ethenyl)pyrrolidine-1-carboxylate CC1(OB(OC1(C)C)C=C[C@H]1N(CCC1)C(=O)OC(C)(C)C)C